5-(2-(3-methoxy-4,5-dimethylphenylamino)-5-methylpyrimidin-4-ylamino)-3-methylbenzo[d]oxazol-2(3H)-one trifluoroacetate salt FC(C(=O)O)(F)F.COC=1C=C(C=C(C1C)C)NC1=NC=C(C(=N1)NC=1C=CC2=C(N(C(O2)=O)C)C1)C